(4aR,8aS)-6-(3-(4-(3,3-Difluoroazetidin-1-yl)phenyl)azetidine-1-carbonyl)hexahydro-2H-pyrido[4,3-b][1,4]oxazin-3(4H)-one FC1(CN(C1)C1=CC=C(C=C1)C1CN(C1)C(=O)N1C[C@@H]2[C@@H](OCC(N2)=O)CC1)F